BrC=1C=C(C=CC1F)NC(=NO)C=1C(=NON1)SCCCP(NCC(=O)OCC)(NCC(OCC)=O)=O ethyl 4-[3-({4-[N-(3-bromo-4-fluorophenyl)-N'-hydroxycarbamimidoyl]-1,2,5-oxadiazol-3-yl} sulfanyl)propyl]-7-oxo-8-oxa-3,5-diaza-4-phosphadecan-1-oate 4-oxide